BrC1=C(C=C(C=C1)F)C(C(O)O)=O 1-(2-bromo-5-fluorophenyl)-2,2-dihydroxyethan-1-one